acryloxypentyl-tribromosilane C(C=C)(=O)OCCCCC[Si](Br)(Br)Br